FC=1C=C(C=CC1)C=1C=C2C=CC(=NC2=CC1)N1CCC(CC1)C(=O)OCC ethyl 1-(6-(3-fluorophenyl)quinolin-2-yl)piperidine-4-carboxylate